(S)-1-(3-(3-(4-(3-chlorophenoxy)phenyl)-1H-pyrazolo[4,3-c]pyridin-1-yl)pyrrolidin-1-yl)prop-2-en-1-one ClC=1C=C(OC2=CC=C(C=C2)C2=NN(C3=C2C=NC=C3)[C@@H]3CN(CC3)C(C=C)=O)C=CC1